FC(COC1=CC=C(OC=2C=C(C=C3C=NN(C23)C)C(=O)OC)C=C1)(CN1CCOCC1)F methyl 7-[4-(2,2-difluoro-3-morpholino-propoxy)phenoxy]-1-methyl-indazole-5-carboxylate